2-(1-ethyl-3-methyl-1H-pyrazol-5-yl)-9H-pyrido[2',3':4,5]pyrrolo[2,3-d]pyrimidine-6-carboxamide C(C)N1N=C(C=C1C=1N=CC2=C(N1)NC1=C2N=C(C=C1)C(=O)N)C